COC1=CC=C(CN(C2=CC=C(N=N2)CC2(C(N(C[C@@H](C2)C(F)(F)F)CC2=CC=C(C=C2)OC)=O)C)CC2=CC=C(C=C2)OC)C=C1 (5R)-3-((6-(bis(4-methoxybenzyl)amino)pyridazin-3-yl)methyl)-1-(4-methoxybenzyl)-3-methyl-5-(trifluoromethyl)piperidin-2-one